4-methylbenzene-1-sulfonyl chloride CC1=CC=C(C=C1)S(=O)(=O)Cl